ClC1=C(COCCC2=NC(=NN2)SCC2=C(C=CC(=C2)F)F)C=CC=C1 5-{2-[(2-chlorobenzyl)oxy]ethyl}-3-[(2,5-difluorobenzyl)sulfanyl][1,2,4]triazol